C(C)(=O)C1=CNC2=CC(=CC=C12)S(=O)(=O)NC1(CC1)C 3-acetyl-N-(1-methylcyclopropyl)-1H-indole-6-sulfonamide